C(C)(C)(C)OC(=O)N1C(CN(CC1C)C1=CN=C(S1)N)C.C(C)OCCOCC 1,2-diethoxyethane tert-butyl-4-(2-aminothiazol-5-yl)-2,6-dimethyl-piperazine-1-carboxylate